ethyl 2-(4-(1-cyanocyclopentyl)phenyl)acetate C(#N)C1(CCCC1)C1=CC=C(C=C1)CC(=O)OCC